(5R,6S)-2,5,6-trimethylcyclohex-2-en-1-one CC=1C([C@H]([C@@H](CC1)C)C)=O